NC1=NNC2=CC=CC(=C12)C=1C=C2C=CC=C(C2=CC1)C(=O)NC1=CC(=CC=C1)C(F)(F)F 6-(3-amino-1H-indazol-4-yl)-N-(3-(trifluoromethyl)phenyl)-1-naphthalenecarboxamide